C(C1=CC=CC=C1)N(C(C(CC)O)=O)C1=C(C=C(C=C1)B)NC(C1=C(C(=C(C(=C1F)F)F)F)F)=O N-(2-(N-benzyl-2-hydroxybutanamido)-5-boranylphenyl)-2,3,4,5,6-pentafluorobenzamide